O=C1N(C=C(C=C1)NC(C1=CC(=CC=C1)C=1SC=CC1)=O)CC(=O)O 2-(2-oxo-5-(3-(thiophen-2-yl)benzamido)pyridin-1(2H)-yl)acetic acid